4-formyl-2-methyl-N-[2-oxo-2-(2,2,2-trifluoroethylamino)ethyl]benzamide C(=O)C1=CC(=C(C(=O)NCC(NCC(F)(F)F)=O)C=C1)C